C(C)(=O)OC\C(\CC\C=C(\CCC=C(C)C)/C)=C/CBr (2Z,5E)-2-(2-bromoethylidene)-6,10-dimethylundeca-5,9-dien-1-yl acetate